CC1(C(C(C(O1)N2C=NC3=C(N=CN=C32)N)O)O)CO C-4'-methyladenosine